4-[(3-chloro-4-fluorophenyl)amino]-6-{trans-4-[(morpholin-4-yl)sulfonylamino]-cyclohexan-1-yloxy}-7-methoxy-quinazoline ClC=1C=C(C=CC1F)NC1=NC=NC2=CC(=C(C=C12)O[C@@H]1CC[C@H](CC1)NS(=O)(=O)N1CCOCC1)OC